(3R,4S)-3-cyclopropyl-4-ethyl-2-oxopyrrolidine-3-carbonitrile C1(CC1)[C@]1(C(NC[C@H]1CC)=O)C#N